CC1(CN(C2=CC(=CC=C12)Cl)C(CCCCCCC)=O)CCC#N 3-(3-methyl-1-octanoyl-6-chloroindolin-3-yl)propionitrile